1-(morpholin-4-yl)undecan-1-one N1(CCOCC1)C(CCCCCCCCCC)=O